C12(CC3CC(CC(C1)C3)C2)CN2N=CC(=C2C)C=2C(=NC(=CC2)N(C=2N=NC(=C(C2)C)NC=2SC3=NC=CC=C3N2)C)C(=O)NS(=O)(=O)CCCC(=O)O 4-(N-(3-(1-((1s,3s)-adamantan-1-ylmethyl)-5-methyl-1H-pyrazol-4-yl)-6-(methyl(5-methyl-6-(thiazolo[5,4-b]pyridin-2-ylamino)pyridazin-3-yl)amino)picolinoyl)sulfamoyl)butanoic acid